(S)-3-(4-(phenylmethyloxy)phenyl)-2-hydroxypropionic acid C1(=CC=CC=C1)COC1=CC=C(C=C1)C[C@@H](C(=O)O)O